2-((16-(trimethylsilyl)hexadec-15-yn-1-yl)oxy)ethyl hydrogen ((2-(2-amino-6-oxo-1,6-dihydro-9H-purin-9-yl)ethoxy)methyl)phosphonate NC=1NC(C=2N=CN(C2N1)CCOCP(OCCOCCCCCCCCCCCCCCC#C[Si](C)(C)C)(O)=O)=O